N-ethylcarboxylamine hydrochloride Cl.C(C)NC(=O)O